ClC=1C(=C(C=CC1)S(=O)(=O)NC1=C(C=C(C=C1F)C#CC1=CC(=CC=C1)Cl)F)C 3-chloro-N-[4-[2-(3-chlorophenyl)ethynyl]-2,6-difluorophenyl]-2-methyl-benzenesulfonamide